(3-trifluoromethylphenyl)propanal tert-butyl-5-(8-methoxy-[1,2,4]triazolo[1,5-a]pyridin-6-yl)-6-methyl-2-(1,4-dioxaspiro[4.5]dec-8-yl)-4H-pyrrolo[3,2-d]thiazole-4-carboxylate C(C)(C)(C)OC(=O)N1C(=C(C=2N=C(SC21)C2CCC1(OCCO1)CC2)C)C=2C=C(C=1N(C2)N=CN1)OC.FC(C=1C=C(C=CC1)C(C=O)C)(F)F